1-methyl-N-[(3s,6r)-6-[5-[2-(trifluoromethoxy)ethoxy]-1,3,4-oxadiazol-2-yl]-3-piperidinyl]-6-(trifluoromethyl)indole-2-carboxamide methyl-4-amino-3-bromo-benzoate COC(C1=CC(=C(C=C1)N)Br)=O.CN1C(=CC2=CC=C(C=C12)C(F)(F)F)C(=O)N[C@@H]1CN[C@H](CC1)C=1OC(=NN1)OCCOC(F)(F)F